[Si](C)(C)(C(C)(C)C)OC1=CC=C(C=C1)C1OC2=CC(=CC(=C2C(C1)=O)O)O 2-(4-(tert-butyldimethylsilyloxy)phenyl)-5,7-dihydroxychroman-4-one